5-(5-oxo-7-phenyl-8-(pyridin-4-yl)-5,6-dihydroimidazo[1,2-c]pyrimidin-2-yl)isoxazole-3-carboxylic acid ethyl ester hydrobromide Br.C(C)OC(=O)C1=NOC(=C1)C=1N=C2N(C(NC(=C2C2=CC=NC=C2)C2=CC=CC=C2)=O)C1